N-[(2S)-1-hydroxybutan-2-yl]-6-(4-methylphenyl)-2-(1-methyl-1H-pyrazol-4-yl)-3-oxo-2,3-dihydropyridazine-4-carboxamide OC[C@H](CC)NC(=O)C=1C(N(N=C(C1)C1=CC=C(C=C1)C)C=1C=NN(C1)C)=O